C(CS(=O)(=O)[O-])S(=O)(=O)[O-].NNC(=[NH2+])N.NNC(=[NH2+])N aminoguanidinium ethanedisulfonate